COCCN1N=CC(=C1)C=1N=CC=2N(C1)N=CC2C(=O)O 6-(1-(2-methoxyethyl)-1H-pyrazol-4-yl)pyrazolo[1,5-a]pyrazine-3-carboxylic acid